FC1=C(OC2=C(N=C(S2)C(=O)OC)C)C=CC(=C1)N1N=CN(C1=O)CC1=C(C=CC=C1)F methyl 5-[2-fluoro-4-[4-[(2-fluorophenyl)methyl]-5-oxo-1,2,4-triazol-1-yl]phenoxy]-4-methyl-thiazole-2-carboxylate